2,3,6-trimethyl-octane CC(C)C(CCC(CC)C)C